2-chloro-5,6,7,8-tetrahydro-4H-thieno[3,2-c]azepine ClC1=CC=2CNCCCC2S1